ClC1=CC=C(COC=2C=C(C=NC2N)C=2C=NC=CC2)C=C1 5-(4-chloro-benzyloxy)-[3,3']bipyridinyl-6-ylamine